C(C)(C)(C)OC(=O)N(CCCCNCCNC1=NC2=C(C3=CN=CC=C13)C=CC(=C2)C(=O)OC)CC2=CC(=C(C=C2)C2=CC=CC=C2)Cl methyl 5-((2-((4-((tert-butoxycarbonyl)((2-chloro-[1,1'-biphenyl]-4-yl)methyl)amino)butyl)amino)ethyl)amino)benzo[c][2,6]naphthyridine-8-carboxylate